CN1CCC(CC1)N1N=CC(=C1)NC1=NC=CC(=N1)O 2-((1-(1-Methylpiperidin-4-yl)-1H-pyrazol-4-yl)amino)pyrimidin-4-ol